3-p-chlorophenyl-1,2,4-oxadiazol-5-one ClC1=CC=C(C=C1)C=1NOC(N1)=O